ClC1=CC=CC2=C1N(C(=N2)C2=NON=C2C)CC=2C=CC(=NC2)C#N 5-[[7-chloro-2-(4-methyl-1,2,5-oxadiazol-3-yl)benzoimidazol-1-yl]methyl]pyridine-2-carbonitrile